2-[3-(difluoromethyl)[1,4'-bipiperidin]-1'-yl]-N-[(3,5-difluoropyridin-2-yl)methyl]-1,3-thiazole-5-carboxamide FC(C1CN(CCC1)C1CCN(CC1)C=1SC(=CN1)C(=O)NCC1=NC=C(C=C1F)F)F